C(CCC)C=1C=C2C(=CC(=NC2=CC1)N1CCCCC1)C1=CC=CC=C1 6-butyl-4-phenyl-2-(piperidin-1-yl)quinoline